FC1=CC=C(OC2=CC=C(C=C2)N2N=C3C(NCCC3C3CCN(CC3)C(C=C)=O)=C2C(=O)N)C=C1 2-[4-(4-fluorophenoxy)phenyl]-7-[1-(prop-2-enoyl)piperidin-4-yl]-4,5,6,7-tetrahydro-2H-pyrazolo[4,3-b]pyridine-3-carboxamide